ClC=1C=C(C=CC1)NC(NC1=C(C(=O)NCCN)C=CC=C1)=O 2-[3-(3-chlorophenyl)ureido]-N-(2-amino-ethyl)benzamide